6-(2-chloro-6-methyl-phenyl)-N8-(1-ethyl-4-piperidyl)quinazoline-2,8-diamine ClC1=C(C(=CC=C1)C)C=1C=C2C=NC(=NC2=C(C1)NC1CCN(CC1)CC)N